OC(CCCCCCCCCCCCCCCCCCCCC(=O)O)CCC 22-Hydroxy-pentacosanoic acid